C(C)N1C2=C(N=C3C(N(C(N=C13)=O)C)=O)C=C(C(=C2)C)C 10-Ethyl-3,7,8-trimethyl-benzo[g]pteridine-2,4(3H,10H)-dione